2-azido-N-(2-benzyl-phenyl)-acetamide N(=[N+]=[N-])CC(=O)NC1=C(C=CC=C1)CC1=CC=CC=C1